2-AMINO-2-METHYLSUCCINIC ACID NC(C(=O)O)(CC(=O)O)C